FC=1C=C(C=CC1)C=1C=C(C=NC1OC)CC=1C=NC=NC1 5-{[5-(3-Fluorophenyl)-6-methoxypyridin-3-yl]methyl}pyrimidin